(R)-N-(8-fluoro-2-methylimidazo[1,2-a]pyridin-6-yl)-4-(3-methylpiperazin-1-yl)-2,3-dihydro-1H-pyrrolo[2,3-b]pyridine-1-carboxamide FC=1C=2N(C=C(C1)NC(=O)N1CCC=3C1=NC=CC3N3C[C@H](NCC3)C)C=C(N2)C